6-(4-((2-Bromothiazol-4-yl)methoxy)-6-methoxybenzofuran-2-yl)-2-methylimidazo[2,1-b][1,3,4]thiadiazole BrC=1SC=C(N1)COC1=CC(=CC2=C1C=C(O2)C=2N=C1SC(=NN1C2)C)OC